OC1=CC=CC2=CC=CC=C12 4-hydroxy-naphthalene